NC(C1=C(C=C(C(=C1)Cl)Cl)O)C1(CCNCC1)F 2-[amino(4-fluoropiperidin-4-yl)methyl]-4,5-dichlorophenol